C(C1=CC(=CC(=C1O)C(C1=CC=CC=C1)C)C)C1=CC(=CC(=C1O)C(C1=CC=CC=C1)C)C 2,2'-methylenebis(6-α-methyl-benzyl-p-cresol)